C12COCC(N1C=1SC3=C(N1)C=CC(=C3C(=O)NC3=C(C=C(C=C3)Cl)C(NC31CC(C3)(C1)C(F)(F)F)=O)OC)C2 2-(3-Oxa-6-azabicyclo[3.1.1]heptan-6-yl)-N-(4-chloro-2-((3-(trifluoromethyl)bicyclo[1.1.1]pentan-1-yl)carbamoyl)phenyl)-6-methoxybenzo[d]thiazole-7-carboxamide